FC=1C(=CC=C2C(=NN(C12)C)N1C(NC(CC1)=O)=O)N1CCN(CC1)CC1CCNCC1 1-[7-fluoro-1-methyl-6-[4-(4-piperidylmethyl)piperazin-1-yl]indazol-3-yl]hexahydropyrimidine-2,4-dione